4'-chloro-9'-((1-(piperidin-4-ylmethyl)piperidin-4-yl)methyl)-5'H-spiro[cyclohexane-1,7'-indolo[1,2-a]quinazolin]-5'-one ClC=1C=2C(N=C3N(C2C=CC1)C1=CC=C(C=C1C31CCCCC1)CC1CCN(CC1)CC1CCNCC1)=O